CS(=O)(=O)N1CCC(CC1)NC1=NN2C=NC(=C(C2=N1)C1=CC(=CC=C1)C(F)(F)F)C=1C=NNC1 N-(1-(methylsulfonyl)piperidin-4-yl)-7-(1H-pyrazol-4-yl)-8-(3-(trifluoromethyl)phenyl)-[1,2,4]triazolo[1,5-c]pyrimidin-2-amine